tert-butyl-((6-methyl-3-(methylcarbamoyl)-7-(trifluoromethyl) thieno[3,2-b]pyridin-5-yl) oxy) piperidine-1-carboxylate N1(CCCCC1)C(=O)OOC1=C(C(=C2C(=N1)C(=C(S2)C(C)(C)C)C(NC)=O)C(F)(F)F)C